C(C1=CC=CC=C1)(=O)OC=1C(=NC(=C(C1C)C)NC(=O)C1=C(C2=C(S1)C=C(C=C2)F)Cl)C 6-(3-chloro-6-fluorobenzo[b]thiophene-2-carboxamido)-2,4,5-trimethylpyridin-3-yl benzoate